3-(4-chlorobenzyl)benzofuran-2(3H)-one ClC1=CC=C(CC2C(OC3=C2C=CC=C3)=O)C=C1